C(C)C=1C(=NC(=CC1)C)C 3-ethyl-2,6-dimethyl-pyridine